Gallium Fluoride [F-].[Ga+3].[F-].[F-]